Br.C(N)(=N)SCC1=C(C=CC(=C1)Br)C(NCC1CC1)=O 5-bromo-2-((cyclopropylmethyl)carbamoyl)benzyl carbamimidothioate hydrobromide